(S)-3-(3-chloro-4-fluorophenyl)-1-isobutyl-1-(1-(1-oxo-1,2-dihydroisoquinolin-4-yl)ethyl)urea ClC=1C=C(C=CC1F)NC(N([C@@H](C)C1=CNC(C2=CC=CC=C12)=O)CC(C)C)=O